4-ethyl-3,5-heptanediol C(C)C(C(CC)O)C(CC)O